OC(CCCC(=O)[O-])C=C 5-hydroxyhept-6-enoate